3-(8-((1r,4r)-4-(4-(3-(3-amino-6-(2-hydroxyphenyl)pyridazin-4-yl)-4-fluorophenyl)piperidin-1-yl)cyclohexyl)-2,3-dihydro-4H-benzo[b][1,4]oxazin-4-yl)piperidine-2,6-dione NC=1N=NC(=CC1C=1C=C(C=CC1F)C1CCN(CC1)C1CCC(CC1)C1=CC=CC2=C1OCCN2C2C(NC(CC2)=O)=O)C2=C(C=CC=C2)O